4-amino-N-(2-methylpropyl)-N-((5-(trifluoromethyl)-2-pyridinyl)methyl)-1,3-dihydrofuro[3,4-c]quinoline-8-carboxamide NC1=NC=2C=CC(=CC2C2=C1COC2)C(=O)N(CC2=NC=C(C=C2)C(F)(F)F)CC(C)C